C(C)C(CCCCC)O Ethylhexan-1-Ol